COC1=C(C=CC=C1C)NC1=C(NC2=C1C(NCC2)=O)C2=C(C=NC=C2)OC[C@H]2N(CCC2)C(=O)OC(C)(C)C tert-butyl (2S)-2-{[(4-{3-[(2-methoxy-3-methylphenyl)amino]-4-oxo-1H,5H,6H,7H-pyrrolo[3,2-c]pyridin-2-yl}pyridin-3-yl)oxy]methyl}pyrrolidine-1-carboxylate